O1C=CCC=C1 4H-PYRAN